5-ETHENYL-2-FURANCARBOXYLIC ACID C(=C)C1=CC=C(O1)C(=O)O